(±)-trans-4-Methyltetrahydrofuran-3-yl (8-amino-7-fluoro-6-(8-methyl-2,3-dihydro-1H-pyrido[2,3-b][1,4]oxazin-7-yl)isoquinolin-3-yl)carbamate NC=1C(=C(C=C2C=C(N=CC12)NC(O[C@@H]1COC[C@H]1C)=O)C1=C(C2=C(OCCN2)N=C1)C)F |r|